C1CC12CN(C2)C2=CC=CC(=N2)Br 6-{5-Azaspiro[2.3]hexan-5-yl}-2-bromopyridin